C(#N)C=1C(=NC=CC1)SCCC(C#N)C#N [2-[(3-cyano-2-pyridinyl)sulfanyl]ethyl]malononitrile